N-(pyridin-4-yl)benzamide C1=CC=C(C=C1)C(=O)NC2=CC=NC=C2